C(C1=CC=CC=C1)(=O)O[C@H]1[C@@H](O[C@@H]([C@@H]([C@@H]1OC(C1=CC=CC=C1)=O)OC(C1=CC=CC=C1)=O)CO)OCCC#C (2R,3R,4S,5S,6R)-2-(but-3-yn-1-yloxy)-6-(hydroxymethyl)tetrahydro-2H-pyran-3,4,5-triyl tribenzoate